C1(CCCC1)N1C(CN(C=2C(N[C@](NC12)(N)NC=1C=C2C=CN(C2=CC1OC)C(CN1C[C@@H](N[C@@H](C1)C)C)=O)=O)C)CC (R)-8-cyclopentyl-2-{{1-{2-[(3S,5R)-3,5-dimethylpiperazin-1-yl]acetyl}-6-methoxyindol-5-yl}amino}-7-ethyl-5-methyl-7,8-dihydropterin